ClC=1C(=NC(=NC1)NC=1C=C(C=NC1)N1C(C2(CC1)CCN(CC2)C(=O)OC(C)(C)C)=O)C2=CC(=CC=C2)C2=NC=CC=C2 tert-butyl 2-[5-[[5-chloro-4-[3-(2-pyridyl)phenyl]pyrimidin-2-yl]amino]-3-pyridyl]-1-oxo-2,8-diazaspiro[4.5]decane-8-carboxylate